FC(OC1=C(C=CC(=C1C)F)S(=O)(=O)NC=1C=C2C(N(C(C2=CC1)=O)C1C(NC(CC1)=O)=O)=O)F 2-(difluoromethoxy)-N-[2-(2,6-dioxo-3-piperidyl)-1,3-dioxoisoindolin-5-yl]-4-fluoro-3-methyl-benzenesulfonamide